1-[5-[3-[2,6-difluoro-3-(pyrrolidin-1-ylsulfonylamino)benzoyl]-1H-pyrrolo[2,3-b]pyridin-5-yl]-2-pyridyl]cyclopropanecarboxamide FC1=C(C(=O)C2=CNC3=NC=C(C=C32)C=3C=CC(=NC3)C3(CC3)C(=O)N)C(=CC=C1NS(=O)(=O)N1CCCC1)F